N-(4-((R)-3-((5-bromopyrimidin-2-yl)amino)pyrrolidine-1-carbonyl)-2-(((S)-1-methylpyrrolidin-3-yl)oxy)phenyl)acrylamide BrC=1C=NC(=NC1)N[C@H]1CN(CC1)C(=O)C1=CC(=C(C=C1)NC(C=C)=O)O[C@@H]1CN(CC1)C